(1S,8R)-6-(3-hydroxy-1-naphthalenyl)-4-(2-(2-propenoyl)-2,6-diazaspiro[3.4]octan-6-yl)-3-azatricyclo[6.2.1.02,7]undeca-2,4,6-triene-5-carbonitrile OC=1C=C(C2=CC=CC=C2C1)C=1C(=C(N=C2[C@H]3CC[C@@H](C12)C3)N3CC1(CN(C1)C(C=C)=O)CC3)C#N